(2S,4R)-1-((S)-2-amino-3,3-dimethylbutanoyl)-4-methoxy-N-(4-(4-methylthiazol-5-yl)benzyl)pyrrolidine-2-carboxamide N[C@H](C(=O)N1[C@@H](C[C@H](C1)OC)C(=O)NCC1=CC=C(C=C1)C1=C(N=CS1)C)C(C)(C)C